(6R,13S)-6,27-diamino-13-(2-(4-((6-amino-2-(butylamino)-8-hydroxy-9H-purin-9-yl)methyl) benzamido)acetamido)-7,14-dioxo-4-thia-8,15,19,24-tetraazaheptacosane-1,2-diyl dipalmitate C(CCCCCCCCCCCCCCC)(=O)OCC(CSC[C@@H](C(NCCCC[C@@H](C(NCCCNCCCCNCCCN)=O)NC(CNC(C1=CC=C(C=C1)CN1C2=NC(=NC(=C2N=C1O)N)NCCCC)=O)=O)=O)N)OC(CCCCCCCCCCCCCCC)=O